tetradecane-1,14-diol C(CCCCCCCCCCCCCO)O